C1(=CC=CC=C1)C1=CC(=CC(=C1)C1=NC(=NC(=N1)Cl)C=1C=CC2=C(OC3=C2C=CC=C3)C1)C1=CC=CC=C1 2-([1,1':3',1''-terphenyl]-5'-yl)-4-chloro-6-(dibenzo[b,d]furan-3-yl)-1,3,5-triazine